ethyl 2-(thiophene-3-oxy)propionate S1C=C(C=C1)OC(C(=O)OCC)C